CC1=NC=CC(=C1)C1=NNC2=NC=C(C=C21)C(=O)N[C@H]2[C@@H](CCC2)C2=CC=CC=C2 3-(2-methylpyridin-4-yl)-N-((1R,2S)-2-phenylcyclopentyl)-1H-pyrazolo[3,4-b]pyridine-5-amide